3-fluoronaphthalen-2-olcarboxylate FC1=C(C(=C2C=CC=CC2=C1)C(=O)[O-])O